CC(CC(C)(OOC(C)(C)C)C)OC=C[SiH3] (1,3-dimethyl-3-t-butylperoxy-butoxy)vinylsilane